C1(=CC=CC=C1)/C=C/C=1C=C(C(=C(C1)O)C(C)C)O 5-[(E)-2-phenylvinyl]-2-(prop-2-yl)benzene-1,3-diol